(1-phenethyloxy-prop-1-en-2-yl)benzene C(CC1=CC=CC=C1)OC=C(C)C1=CC=CC=C1